FC=1C=NC=C(C1N1CCC(CC1)(O)COC1=C2CCC(NC2=C(C=C1)F)=O)F 5-((1-(3,5-difluoropyridin-4-yl)-4-hydroxypiperidin-4-yl)methoxy)-8-fluoro-3,4-dihydroquinolin-2(1H)-one